2-(2-methoxy-5-nitropyridin-3-yl)-N,N-dimethylacetamide COC1=NC=C(C=C1CC(=O)N(C)C)[N+](=O)[O-]